BrC1=CC=C2C=NNC2=C1F 6-bromo-7-fluoro-1H-indazole